C(C)OP([O-])(=O)CC1=CC(=C(C(=C1)C(C)(C)C)O)C(C)(C)C monoethyl-3,5-di-tert-butyl-4-hydroxy-benzylphosphonate